OC=1C=C(C=C2C(N(C(N2C)=[Se])C2=CC=C(C=C2)F)=O)C=C(C1)O 5-(3,5-dihydroxybenzylidene)-3-(4-fluorophenyl)-1-methyl-2-selenoxoimidazolidin-4-one